CC1=CC=C(C=C1)S(=O)(=O)N(CCCl)CCCl N,N-Bis(2-chloroethyl)-p-toluenesulfonamide